FCC(C(C(C(C(C(C(=O)O)(F)F)(F)F)(F)F)(F)F)(F)F)(F)F tridecafluoro-1-octanoic acid